Natrium Carbonat C([O-])([O-])=O.[Na+].[Na+]